2-(butylamino)-2-oxoethyl 4-isocyanobenzoate [N+](#[C-])C1=CC=C(C(=O)OCC(=O)NCCCC)C=C1